3-[1-[2,4-dimethyl-5-(1,1,2-trifluoropropoxy)pyrazol-3-yl]pyrazol-4-yl]-2-fluoro-N-(1-cyanocyclopropyl)benzamide CN1N=C(C(=C1N1N=CC(=C1)C=1C(=C(C(=O)NC2(CC2)C#N)C=CC1)F)C)OC(C(C)F)(F)F